1-(5-(isopropylsulfanyl)-4-(4-(trifluoromethyl)phenyl)thiazol-2-yl)-3-methoxy-1H-pyrazole C(C)(C)SC1=C(N=C(S1)N1N=C(C=C1)OC)C1=CC=C(C=C1)C(F)(F)F